3-{6-[(1-{[3-methyl-4-(propan-2-yl)phenyl]carbamoyl}-D-prolyl)amino]pyridin-3-yl}benzoic acid CC=1C=C(C=CC1C(C)C)NC(=O)N1[C@H](CCC1)C(=O)NC1=CC=C(C=N1)C=1C=C(C(=O)O)C=CC1